2,4-di-tertiary butyl-6-(5-chloro-2H-benzotriazol-2-yl)phenol C(C)(C)(C)C1=C(C(=CC(=C1)C(C)(C)C)N1N=C2C(=N1)C=CC(=C2)Cl)O